2-(3-(2-chlorobenzoylamino)benzylamino)benzamide ClC1=C(C(=O)NC=2C=C(CNC3=C(C(=O)N)C=CC=C3)C=CC2)C=CC=C1